hexahydro-3,5-methylenecyclopenta[c][1,2]oxathiol 1,1-dioxide C1C2C3C(S(O2)(=O)=O)CC1C3